(Z)-N'-(2-hydroxy-2-methylpropionyl)-3-(3-(3-(pentafluorosulfanyl)-5-(trifluoromethyl)phenyl)-1H-1,2,4-triazol-1-yl)propenohydrazide OC(C(=O)NNC(\C=C/N1N=C(N=C1)C1=CC(=CC(=C1)C(F)(F)F)S(F)(F)(F)(F)F)=O)(C)C